1,3-dimethylnaphthalene CC1=CC(=CC2=CC=CC=C12)C